ClC1=C(C(=O)O)C=CC(=C1SC(C)C)S(=O)(=O)C 2-chloro-3-(isopropylthio)-4-(methylsulfonyl)benzoic acid